perfluorovaleryl chloride FC(C(=O)Cl)(C(C(C(F)(F)F)(F)F)(F)F)F